trans-N-[2-fluoro-3-(5-fluoro-4-methyl-6-oxo-1,6-dihydropyrimidin-2-yl)-4-(trifluoromethyl)benzyl]-4-{[3-(trifluoromethyl)benzyl]oxy}cyclohexane-1-carboxamide FC1=C(CNC(=O)[C@@H]2CC[C@H](CC2)OCC2=CC(=CC=C2)C(F)(F)F)C=CC(=C1C=1NC(C(=C(N1)C)F)=O)C(F)(F)F